OC1CCC(=O)O1 4-hydroxy-gamma-butyrolactone